FC1=C2C3=C(NC2=C(C=C1F)NC)N=CC(=C3N3CC(OCC3)COC)C=3C=C1C(C(=CN(C1=NC3)C)C(=O)O)=O 6-[5,6-difluoro-4-[2-(methoxymethyl)morpholin-4-yl]-8-(methylamino)-9H-pyrido[2,3-b]indol-3-yl]-1-methyl-4-oxo-1,8-naphthyridine-3-carboxylic acid